O=C1NC(CCC1C1=NN(C2=CC(=CC=C12)N[C@H]1CC[C@H](CC1)N(C(OC(C)(C)C)=O)C)C)=O tert-butyl ((cis)-4-((3-(2,6-dioxopiperidin-3-yl)-1-methyl-1H-indazol-6-yl)amino)cyclohexyl)(methyl)carbamate